C1(=CC=CC=C1)C(C(N)C1=CC=CC=C1)N 1,2-diphenylethane-1,2-diamine